ClC1=C(CN2CCC(CC2)O)C=CC(=C1)N1N=NC(=C1)C 1-(2-chloro-4-(4-methyl-1H-1,2,3-triazol-1-yl)benzyl)-4-hydroxypiperidin